O=C1N(CC2=CC(=CC=C12)O[C@@H]1[C@@H](CCCC1)N1CC(C1)C1CCOCC1)C1C(NC(CC1)=O)=O 3-(1-oxo-5-(((1S,2R)-2-(3-(tetrahydro-2H-pyran-4-yl)azetidin-1-yl)cyclohexyl)oxy)isoindolin-2-yl)piperidine-2,6-dione